3-ethyl-1,3-hexadiene C(C)C(C=C)=CCC